(R)-5-(4-chloro-3-cyanobenzoyl)-2-((S)-2-((4-(difluoromethoxy)benzyl)amino)-5-(methylamino)-5-oxopentyl)-6-methyl-4,5,6,7-tetrahydro-2H-pyrazolo[4,3-c]pyridine-3-carboxylic acid ClC1=C(C=C(C(=O)N2CC=3C(C[C@H]2C)=NN(C3C(=O)O)C[C@H](CCC(=O)NC)NCC3=CC=C(C=C3)OC(F)F)C=C1)C#N